di(3,5,5-trimethylhexanoyl) oxide CC(CC(=O)OC(CC(CC(C)(C)C)C)=O)CC(C)(C)C